CC=1C(NC(C1)=O)=O 3-methylazoline-2,5-dione